N1(CCC1)CCC1=CNC2=NC=C(C=C21)OC 3-(2-(azetidin-1-yl)ethyl)-5-methoxy-1H-pyrrolo[2,3-b]pyridine